(1R,4aR,4bR,10aR)-N-(6-aminopyrimidin-4-yl)-7-isopropyl-1,4a-dimethyl-N-phenyl-1,2,3,4,4a,4b,5,6,10,10a-decahydrophenanthrene-1-carboxamide NC1=CC(=NC=N1)N(C(=O)[C@@]1(CCC[C@@]2([C@H]3CCC(=CC3=CC[C@@H]12)C(C)C)C)C)C1=CC=CC=C1